tert-Butyl (4-[{5-[(biphenyl-4-ylcarbonyl)amino]pyridin-2-yl}oxy]-3-fluorophenyl)methylcarbamate C1(=CC=C(C=C1)C(=O)NC=1C=CC(=NC1)OC1=C(C=C(C=C1)CNC(OC(C)(C)C)=O)F)C1=CC=CC=C1